C(CCCCCCC)F Octyl-fluorine